Cl\C(=C/C(OCCOCC1=CC=C(C=C1)OC)(F)F)\[N+](CC)(CC)[O-] (Z)-1-chloro-N,N-diethyl-3,3-difluoro-3-(2-((4-methoxybenzyl)oxy)ethoxy)prop-1-en-1-amine oxide